Cl.CC=1C=C(C=CC1C)C1=CC=C(C(=N1)O)C=1N=NN(C1)[C@H]1CS(C=C1)(=O)=O |o1:21| (R or S)-3-(4-(6-(3,4-dimethylphenyl)-2-hydroxypyridin-3-yl)-1H-1,2,3-triazol-1-yl)-2,3-dihydrothiophene 1,1-dioxide hydrochloride